5-(5-{1-[(6,7-dimethoxy-2-methylquinazolin-4-yl)amino]ethyl}thiophen-2-yl)pyridin-2-ol COC=1C=C2C(=NC(=NC2=CC1OC)C)NC(C)C1=CC=C(S1)C=1C=CC(=NC1)O